2-fluoro-N-((2R)-1-(7-(4-fluorophenyl)-9-methyl-3,9-diazaspiro[5.5]undecan-3-yl)-3-methyl-1-oxobutan-2-yl)-5-methylbenzamide FC1=C(C(=O)N[C@@H](C(=O)N2CCC3(CC2)C(CN(CC3)C)C3=CC=C(C=C3)F)C(C)C)C=C(C=C1)C